2-(4-((1-(4-cyanophenyl)-5-oxo-1,5-dihydro-4H-1,2,4-triazol-4-yl)methyl)-2,6-dimethylphenoxy)-2-methylpropanoic acid C(#N)C1=CC=C(C=C1)N1N=CN(C1=O)CC1=CC(=C(OC(C(=O)O)(C)C)C(=C1)C)C